7-(6-(1-(1-(4-fluorophenyl)-2,2-dimethylpropyl)-1H-pyrazol-4-yl)pyrazin-2-yl)-[1,2,4]triazolo[1,5-a]pyridin-2-amine FC1=CC=C(C=C1)C(C(C)(C)C)N1N=CC(=C1)C1=CN=CC(=N1)C1=CC=2N(C=C1)N=C(N2)N